FC1=C(C=CC=C1)C1=C(C(=NC=C1)C1CCN(CC1)C(=O)OC(C)(C)C)NC(=O)C=1C=NC(=NC1)C(C)C Tert-butyl 4-(4-(2-fluorophenyl)-3-(2-isopropylpyrimidine-5-carboxamido)pyridin-2-yl)piperidine-1-carboxylate